F[C@@H]1C[C@H](N(C1)C(=O)C1(CC1)C1=CC=C(C=C1)OC(F)(F)F)C(=O)N[C@H](C#C)CC(=O)N (2S,4R)-4-Fluoro-N-[(1S)-1-(2-amino-2-oxo-ethyl)prop-2-ynyl]-1-[1-[4-(trifluoro-methoxy)-phenyl]cyclopropanecarbonyl]pyrrolidine-2-carboxamide